dicyclohexyl-[2-(2,6-diisopropoxyphenyl)phenyl]Phosphine C1(CCCCC1)P(C1=C(C=CC=C1)C1=C(C=CC=C1OC(C)C)OC(C)C)C1CCCCC1